(Z)-3-(amino(5-bromo-4-methoxypyridin-2-yl)methylene)-5-bromoindolin-2-one N\C(=C\1/C(NC2=CC=C(C=C12)Br)=O)\C1=NC=C(C(=C1)OC)Br